C(C)(C)(C)OC(=O)N([C@@H](CCCCN)C(=O)O)C(=O)OCC1C2=CC=CC=C2C=2C=CC=CC12 (tert-Butoxycarbonyl)-Nα-[(9H-fluoren-9-ylmethoxy)carbonyl]-L-lysine